(3ar,5r,6as)-5-((((tert-butyldiphenylsilyl))oxy)methyl)-2,2-dimethyldihydrofuro[2,3-d][1,3]dioxol-6(5H)-one [Si](C1=CC=CC=C1)(C1=CC=CC=C1)(C(C)(C)C)OC[C@@H]1C([C@@H]2[C@@H](OC(O2)(C)C)O1)=O